BrC1=CC=C(C(=N1)OC)CN1C=NC(=C(C1=O)OC=1C=C(C#N)C=C(C1)Cl)C(F)(F)F 3-((1-((6-bromo-2-methoxypyridin-3-yl)methyl)-6-oxo-4-(trifluoromethyl)-1,6-dihydropyrimidin-5-yl)oxy)-5-chlorobenzonitrile